C1N([C@@H](CC2=C1NC1=CC=CC=C21)C(=O)OC)C(=O)OC(C)(C)C 2-tert-butyl 3-methyl (S)-1,3,4,9-tetrahydro-2H-pyrido[3,4-b]indole-2,3-dicarboxylate